thiothreose S=C[C@@H](O)[C@H](O)CO